N-(4-Nitrophenethyl)chinolin-4-amin [N+](=O)([O-])C1=CC=C(CCNC2=CC=NC3=CC=CC=C23)C=C1